7-chloro-4-(methyl(pyridin-3-ylmethyl)amino)-1-phenylquinazolin-2(1H)-one ClC1=CC=C2C(=NC(N(C2=C1)C1=CC=CC=C1)=O)N(CC=1C=NC=CC1)C